(S)-3-(3,4-Difluoro-phenyl)-N-{1-[3-(cis-2,6-dimethyl-morpholin-4-yl)-phenyl]-ethyl}-acrylamide FC=1C=C(C=CC1F)C=CC(=O)N[C@@H](C)C1=CC(=CC=C1)N1C[C@H](O[C@H](C1)C)C